CN(C(=O)C1SCCN1)C=1C=C(C=CC1)C N-methyl-N-(m-tolyl)thiazolidine-2-carboxamide